tetra-n-butylammonium C(CCC)[N+](CCCC)(CCCC)CCCC